OC=1C(=NN(C1C=1OC=C(N1)N1N=C(C=2C1=CN=C(C2)C)C(=O)N)CCC)C 1-(2-(4-hydroxy-3-methyl-1-propyl-1H-pyrazol-5-yl)oxazol-4-yl)-5-methyl-1H-pyrazolo[3,4-c]pyridine-3-carboxamide